(Z)-3-((tert-butylamino)methylene)-2-((2-(4-iodophenyl)oxazol-5-yl)methyl)benzopyran-4-one C(C)(C)(C)N\C=C/1\C(OC2=C(C1=O)C=CC=C2)CC2=CN=C(O2)C2=CC=C(C=C2)I